N-methyl-N-[4-(1-methyl-2-oxo-6-{4-[4-(propan-2-yl)piperazin-1-yl]phenyl}-1,2-dihydroquinolin-3-yl)phenyl]methanesulfonamide CN(S(=O)(=O)C)C1=CC=C(C=C1)C=1C(N(C2=CC=C(C=C2C1)C1=CC=C(C=C1)N1CCN(CC1)C(C)C)C)=O